ClC1=C(CN2N=C3C4=C(CCC3=C2)OC(=C4C)C(=O)NCCN4CCCCC4)C=CC=C1 2-(2-chlorobenzyl)-8-methyl-N-[2-(piperidin-1-yl)ethyl]-4,5-dihydro-2H-furo[2,3-g]indazole-7-carboxamide